(4-(azetidin-3-ylamino)-2-chlorophenyl)(3,3-difluoroazetidin-1-yl)methanone hydrochloride Cl.N1CC(C1)NC1=CC(=C(C=C1)C(=O)N1CC(C1)(F)F)Cl